4-[3-(2,4-dioxohexahydropyrimidin-1-yl)-1-methyl-indazol-6-yl]-3,3-difluoro-2,6-dihydropyridine-1-carboxylic acid tert-butyl ester C(C)(C)(C)OC(=O)N1CC(C(=CC1)C1=CC=C2C(=NN(C2=C1)C)N1C(NC(CC1)=O)=O)(F)F